N-(3-(2-((3-methyl-4-(4-methyl-1-piperazinyl)phenyl)amino)-7-oxo-6-phenyl-8(7H)pteridinyl)phenyl)acrylamide CC=1C=C(C=CC1N1CCN(CC1)C)NC1=NC=2N(C(C(=NC2C=N1)C1=CC=CC=C1)=O)C=1C=C(C=CC1)NC(C=C)=O